tert-Butyl (4S)-4-[2-(tert-butylsulfinylamino)-2-phenyl-ethyl]-2,2-dimethyl-pyrrolidine-1-carboxylate C(C)(C)(C)S(=O)NC(C[C@H]1CC(N(C1)C(=O)OC(C)(C)C)(C)C)C1=CC=CC=C1